C(#N)[C@@]1(COCC2=CC=C(C=C12)C(=O)NCC1=NC=CC(=C1)C1CC(C1)C1=CC(=CC=C1)OC)C (R)-4-Cyano-N-((4-(3-(3-methoxyphenyl)cyclobutyl)pyridin-2-yl)methyl)-4-methylisochromane-6-carboxamide